N-[[6-(2-Dimethylaminoethylamino)-2-pyridyl]sulfonyl]-6-phenyl-2-(2,4,6-trimethylphenoxy)pyridin-3-carboxamid CN(CCNC1=CC=CC(=N1)S(=O)(=O)NC(=O)C=1C(=NC(=CC1)C1=CC=CC=C1)OC1=C(C=C(C=C1C)C)C)C